4-methylpiperazine-1-carboxylic acid [(2s,3s,4E,6r,7s,10r)-2-[(E)-1-(5-chloropyridin-3-yl) prop-1-en-2-yl]-10-hydroxy-3,7-dimethyl-12-oxo-1-oxocyclododec-4-en-6-yl] ester ClC=1C=C(C=NC1)\C=C(/C)\[C@H]1C(C(C[C@@H](CC[C@@H]([C@H](/C=C/[C@@H]1C)OC(=O)N1CCN(CC1)C)C)O)=O)=O